N-[4-(hydroxymethyl)oxan-4-yl]-5-[(2-methoxypyridin-3-yl)methoxy]-2-methyl-1-benzothiophene-3-carboxamide OCC1(CCOCC1)NC(=O)C1=C(SC2=C1C=C(C=C2)OCC=2C(=NC=CC2)OC)C